tert-butyl (E)-4-(5-amino-6-chloro-2-(2-methoxyethyl)-2H-indazol-4-yl)but-2-enoate NC1=C(C2=CN(N=C2C=C1Cl)CCOC)C/C=C/C(=O)OC(C)(C)C